CC(C(CC#N)=O)(C)N1N=CC=N1 4-methyl-3-oxo-4-(2H-1,2,3-triazol-2-yl)valeronitrile